α-[[(1-Methyl-3-piperidinyl)amino]methyl]benzenemethanol CN1CC(CCC1)NCC(O)C1=CC=CC=C1